OCCOC(C=C)=O (hydroxyethyl)acrylate